FC=1C(=NC=C(C1)C(C(C(F)(F)F)(F)F)(F)F)NC(C1=C(C=CC(=C1)[N+](=O)[O-])SC1=NN=NN1CCCO)=O N-[3-fluoro-5-(1,1,2,2,3,3,3-heptafluoropropyl)pyridin-2-yl]-2-{[1-(3-hydroxypropyl)-1H-1,2,3,4-tetrazol-5-yl]sulfanyl}-5-nitrobenzamide